2-(5-(2-(dimethylamino)ethyl)-3-fluoro-2-oxopyridin-1(2H)-yl)-4-methylpentanoic acid Ethyl-2-(5-(2-(dimethylamino)ethyl)-3-fluoro-2-oxopyridin-1(2H)-yl)-4-methylpentanoate C(C)OC(C(CC(C)C)N1C(C(=CC(=C1)CCN(C)C)F)=O)=O.CN(CCC=1C=C(C(N(C1)C(C(=O)O)CC(C)C)=O)F)C